methyl (R)-4-(2-(4-amino-2-octanamido-4-oxobutanamido)ethyl)benzoate NC(C[C@H](C(=O)NCCC1=CC=C(C(=O)OC)C=C1)NC(CCCCCCC)=O)=O